N[C@H](C)C1(CCN(CC1)C1=CC=C2C(N(C(NC2=C1)=O)C1=C(C(=CC=C1)Cl)Cl)=O)C (R)-7-(4-(1-aminoethyl)-4-methylpiperidin-1-yl)-3-(2,3-dichlorophenyl)quinazoline-2,4(1H,3H)-dione